3-(4-(4-((2-hydroxyethyl)(methyl)carbamoyl)piperidine-1-carboxamido)phenylpropionamido)-1H-indole-1,2-dicarboxylic acid di-tert-butyl ester C(C)(C)(C)OC(=O)N1C(=C(C2=CC=CC=C12)NC(CCC1=CC=C(C=C1)NC(=O)N1CCC(CC1)C(N(C)CCO)=O)=O)C(=O)OC(C)(C)C